C1[C@H](N=C(S1)C2=NC3=C(S2)C=C(C=C3)OS(=O)(=O)[O-])C(=O)[O-] The molecule is an aryl sulfate oxoanion that is the enantiomer of firefly D-sulfoluciferin(2-); major species at pH 7.3. It is an aryl sulfate oxoanion and a monocarboxylic acid anion. It is an enantiomer of a firefly D-sulfoluciferin(2-).